O=C1N(C=C(C1)C1OCCCC1)C(C(=O)O)CC 2-(2-oxo-4-tetrahydropyranyl-1H-pyrrol-1-yl)butyric acid